bis(n-propyl-cyclopentadienyl)zirconium C(CC)C1(C=CC=C1)[Zr]C1(C=CC=C1)CCC